C1(CC1)C1=C(C=CC(=C1)OC)C=1N(C(C2=C(N1)SC1=C2C=CC=C1F)=O)CC1=CN=CO1 2-(2-cyclopropyl-4-methoxyphenyl)-8-fluoro-3-(oxazol-5-ylmethyl)benzo[4,5]thieno[2,3-d]pyrimidin-4(3H)-one